copper-silicon-titanium [Ti].[Si].[Cu]